CN([C@@H]1CN(CC1)CC=1C=C(C=C(C1)C(F)(F)F)NC(=O)C1=CSC=2CN(CCC21)C(=O)C2=CN=C1N2C=CC=C1)C (S)-N-(3-((3-(dimethylamino)pyrrolidin-1-yl)methyl)-5-(trifluoromethyl)phenyl)-6-(imidazo[1,2-a]pyridine-3-carbonyl)-4,5,6,7-tetrahydrothieno[2,3-c]pyridine-3-carboxamide